3-[4-benzyloxy-1-(2,4-difluorophenyl)pyrazolo[3,4-d]pyrimidin-6-yl]thietane 1,1-dioxide C(C1=CC=CC=C1)OC1=C2C(=NC(=N1)C1CS(C1)(=O)=O)N(N=C2)C2=C(C=C(C=C2)F)F